phenylbenzimidazole-5-sulphonic acid C1(=CC=CC=C1)C=1NC2=C(N1)C=CC(=C2)S(=O)(=O)O